NC=1C(=C(C=CC1N)C1=CC(=CC=C1F)CC1=NNC(C2=CC=CC=C12)=O)F 4-((3',4'-diamino-2',6-difluoro-[1,1'-biphenyl]-3-yl)methyl)phthalazin-1(2H)-one